(1R*,7S*)-3-((2-((S)-1-amino-5,5,5-trifluoro-4,4-dimethylpentyl)imidazo[1,2-b]pyridazin-7-yl)methyl)-8,8-difluoro-3,5-diazabicyclo[5.1.0]octan-4-one N[C@@H](CCC(C(F)(F)F)(C)C)C=1N=C2N(N=CC(=C2)CN2C[C@@H]3C([C@@H]3CNC2=O)(F)F)C1 |o1:22,24|